methyl 2-(6-bromo-4-methylsulfanyl-1-oxo-phthalazin-2-yl)acetate BrC=1C=C2C(=NN(C(C2=CC1)=O)CC(=O)OC)SC